ClC=1C(=C(C(=O)N2CC3=CC(=C(C=C3CC2)OCCN(C)C)N(C(C=C)=O)C)C(=CC1OC)O)C N-(2-(3-Chloro-6-hydroxy-4-methoxy-2-methylbenzoyl)-6-(2-(dimethylamino)ethoxy)-1,2,3,4-tetrahydroisoquinolin-7-yl)-N-methylacrylamide